FC1=CC=C(OC2=C(C=C(C=C2)C(=O)NCC(=O)N2[C@H]3C[C@]3(C[C@H]2C(=O)OCC2=CC=CC=C2)COCCCC=C)\C=C/CCCCCC=C)C=C1 benzyl (1S,3S,5R)-2-(2-{[4-(4-fluorophenoxy)-3-[(1Z)-nona-1,8-dien-1-yl]phenyl] formamido}acetyl)-5-[(pent-4-en-1-yloxy)methyl]-2-azabicyclo[3.1.0]hexane-3-carboxylate